(E)-3-(4-nitrophenyl)-2-(((tetrahydro-2H-pyran-2-yl)oxy)imino)propanoic acid [N+](=O)([O-])C1=CC=C(C=C1)C\C(\C(=O)O)=N/OC1OCCCC1